(S)-6-(1-methyl-1H-pyrazol-4-yl)-N-(2-methyl-5-(2-(1-propylpyrrolidin-2-yl)acetamido)phenyl)pyrazolo[1,5-a]pyrazine-3-carboxamide CN1N=CC(=C1)C=1N=CC=2N(C1)N=CC2C(=O)NC2=C(C=CC(=C2)NC(C[C@H]2N(CCC2)CCC)=O)C